C(C)OC(=O)N=C(SCC=O)NC1N(CCC2=CC=CC=C12)C(=O)[O-] ((((ethoxycarbonyl) imino) ((2-oxoethyl) thio) methyl) amino)-3,4-dihydroisoquinoline-2(1H)-carboxylate